4-(((1R,3S)-3-(azetidin-1-yl)-2,3-dihydro-1H-inden-1-yl)amino)-5-chloro-2-fluoro-N-(thiazol-4-yl)benzenesulfonamide N1(CCC1)[C@H]1C[C@H](C2=CC=CC=C12)NC1=CC(=C(C=C1Cl)S(=O)(=O)NC=1N=CSC1)F